OC1=C(C(=NN1C1=NC=C(C(=O)O)C=C1)C)C1=CC(=C(C=C1)OC)C 6-(5-hydroxy-4-(4-methoxy-3-methylphenyl)-3-methyl-1H-pyrazol-1-yl)nicotinic acid